C1(CCCCC1)CSC=1N(C=CN1)CC1=CC=C(C(=O)NCCCOC)C=C1 4-((2-((cyclohexylmethyl)thio)-1H-imidazol-1-yl)methyl)-N-(3-methoxypropyl)benzamide